FC1=NN(C2=CC(=CC=C12)O)C 3-fluoro-1-methyl-1H-indazol-6-ol